N-methyl-didecylamine CN(CCCCCCCCCC)CCCCCCCCCC